2-methoxy-N,6-dimethyl-N-(2-methyl-4,5,6,7-tetrahydrobenzo[d]thiazol-7-yl)nicotinamide COC1=C(C(=O)N(C2CCCC=3N=C(SC32)C)C)C=CC(=N1)C